C(C)NC(C(C)(C=1C=NC(=CC1)NC1=C2C(NCC2=C(C=C1)C1=C2C(=NC=C1)N(C=C2)C)=O)C)=O N-ethyl-2-methyl-2-[6-[[7-(1-methylpyrrolo[2,3-b]pyridin-4-yl)-3-oxo-isoindolin-4-yl]amino]-3-pyridyl]propanamide